C1(=CC2=C1C=CC=C2)C(=O)O benzocyclobutene-1-carboxylic acid